5-cyclopropyl-3-(2,6-dichlorophenyl)-4-((piperidin-4-yloxy)methyl)isoxazole S-(6-((3-(triethoxysilyl)propyl)thio)hexyl)thiooctanoate C(C)O[Si](CCCSCCCCCCS=C(CCCCCCC)O)(OCC)OCC.C1(CC1)C1=C(C(=NO1)C1=C(C=CC=C1Cl)Cl)COC1CCNCC1